COC1=CC=C(C=C1)CN1C(C(CCC1=O)C1=CC(=CC=C1)N1CCC(CC1)C1CCNCC1)=O 1-[(4-methoxyphenyl)methyl]-3-[3-[4-(4-piperidyl)-1-piperidyl]-phenyl]piperidine-2,6-dione